4-pyrimidinylmorpholine N1=C(N=CC=C1)N1CCOCC1